FC=1C=C(C=C(C1OC1=CC=NC2=CC(=C(C=C12)OCCO)OC)F)C1=NC=CC=C1C(=O)N (3,5-difluoro-4-((6-(2-hydroxyethoxy)-7-methoxyquinolin-4-yl)oxy)phenyl)pyridine-3-carboxamide